6-((1R,3R)-3-(4-(Trifluoromethyl)phenyl)cyclopentyl)-2-thia-6-azaspiro[3.4]octane 2,2-dioxide FC(C1=CC=C(C=C1)[C@H]1C[C@@H](CC1)N1CC2(CS(C2)(=O)=O)CC1)(F)F